ethyl 1-(3,5-diethyl-carbonyl-phenyl)-4-oxo-1,4-dihydropyridazine-3-carboxylate C(C)C(=O)C=1C=C(C=C(C1)C(=O)CC)N1N=C(C(C=C1)=O)C(=O)OCC